1-(4-(3-((4-amino-5-(4-phenoxyphenyl)-7H-pyrrolo[2,3-d]pyrimidin-6-yl)ethynyl)azetidin-1-yl)piperidin-1-yl)prop-2-en-1-one NC=1C2=C(N=CN1)NC(=C2C2=CC=C(C=C2)OC2=CC=CC=C2)C#CC2CN(C2)C2CCN(CC2)C(C=C)=O